1-[4-(2,3-dimethylphenyl)piperazin-1-yl]-2-{3-[4-(2-hydroxypropan-2-yl)piperidine-1-carbonyl]-5,6-dihydrocyclopenta[c]pyrazol-1(4H)-yl}ethan-1-one CC1=C(C=CC=C1C)N1CCN(CC1)C(CN1N=C(C2=C1CCC2)C(=O)N2CCC(CC2)C(C)(C)O)=O